(Tridecafluoro-1,1,2,2-tetrahydrooctyl)silane C(C[Si])C(C(C(C(C(C(F)(F)F)(F)F)(F)F)(F)F)(F)F)(F)F